5-methyl-3-oxo-2,3-dihydro-1H-inden CC=1C=C2C(CCC2=CC1)=O